N-methyl-N-pentylamin CNCCCCC